ClC1=CC=C(C=C1)[C@H]1N(C(C2=NNC(=C21)C2=C(C=CC(=C2)F)O)=O)C2CCOCC2 |r| Rac-4-(4-chlorophenyl)-3-(5-fluoro-2-hydroxyphenyl)-5-(tetrahydro-2H-pyran-4-yl)-4,5-dihydropyrrolo[3,4-c]pyrazol-6(2H)-one